(2R,3S,4S,5R,6S)-2-(hydroxymethyl)-6-(4-(hydroxymethyl)-2-methoxyphenoxy)tetrahydro-2H-pyran-3,4,5-triol OC[C@H]1O[C@H]([C@@H]([C@H]([C@@H]1O)O)O)OC1=C(C=C(C=C1)CO)OC